pyrazolo[3,4-d]pyrimidin-4-one N1=NC=C2C1=NC=NC2=O